N1(CCCC1)CCC1=CNC2=CC=CC(=C12)CC(=O)O.C(C)(C)C1=C(C(=CC=C1)C(C)C)N1CN(C=C1)C1=C(C=CC=C1C(C)C)C(C)C 1,3-bis(2,6-di-isopropylphenyl)imidazole 3-(2-(pyrrolidin-1-yl)ethyl)-1H-indol-4-yl-acetate